(2'',5''-diphenyl-[1,1':4',1'']terphenyl-4-yl)-(4-naphthalen-2-yl-phenyl)-phenyl-amine C1(=CC=CC=C1)C1=C(C=C(C=C1)C1=CC=CC=C1)C1=CC=C(C=C1)C1=CC=C(C=C1)N(C1=CC=CC=C1)C1=CC=C(C=C1)C1=CC2=CC=CC=C2C=C1